N-(3-bromo-4-fluorophenyl)-4-((2-(4-butyl-1H-1,2,3-triazol-1-yl)ethyl)amino)-N'-hydroxy-1,2,5-oxadiazole-3-formamidine BrC=1C=C(C=CC1F)NC(=NO)C1=NON=C1NCCN1N=NC(=C1)CCCC